(4-[(3-METHYLBUT-2-EN-1-YL)OXY]PHENYL)BORANEDIOL CC(=CCOC1=CC=C(C=C1)B(O)O)C